(4S,5R)-4-amino-5-[(4-[3-[2-(2-[3-[1-(2,6-dioxopiperidin-3-yl)-3-methyl-2-oxo-1,3-benzodiazol-4-yl]propoxy]ethoxy)eth-oxy]propyl]phenyl)meth-oxy]hexanamide hydrochloride Cl.N[C@@H](CCC(=O)N)[C@@H](C)OCC1=CC=C(C=C1)CCCOCCOCCOCCCC1=CC=CC=2N(C(N(C21)C)=O)C2C(NC(CC2)=O)=O